N,N-bis-hydroxyethyl-urea OCCN(C(=O)N)CCO